OCCN(CCCCCCC(=O)OC(CCCCCCCC)CCCCCCCC)CCCCCC(OCCCCCCCCCCC)=O heptadecan-9-yl 7-((2-hydroxyethyl)(6-oxo-6-(undecyloxy)hexyl)amino)-heptanoate